1,3,6-trichlorocarbazole ClC1=CC(=CC=2C3=CC(=CC=C3NC12)Cl)Cl